N-(4-chloro-2-fluorophenyl)-6-cyano-1H-indole-3-sulfonamide ClC1=CC(=C(C=C1)NS(=O)(=O)C1=CNC2=CC(=CC=C12)C#N)F